N-[3-(5-amino-3-isoquinolyl)phenyl]prop-2-enamide NC1=C2C=C(N=CC2=CC=C1)C=1C=C(C=CC1)NC(C=C)=O